4-hydroxycyclohexanenitrile OC1CCC(CC1)C#N